NC[C@H](CC(=O)O)C[C@H](C)OC1=CC(=CC=C1)F (3s,5s)-3-aminomethyl-5-(3-fluoro-phenoxy)-hexanoic acid